(2-hydroxy-4-methoxy-phenyl)-phenyl-methane OC1=C(C=CC(=C1)OC)CC1=CC=CC=C1